N-(4-chloro-2-fluorothiophen-3-yl)-2-((2-methyl-6-(4-methylpiperazin-1-yl)pyrimidin-4-yl)amino)thiazole-5-carboxamide ClC=1C(=C(SC1)F)NC(=O)C1=CN=C(S1)NC1=NC(=NC(=C1)N1CCN(CC1)C)C